(S)-2-(3-fluoro-4-hydroxyphenyl)-5-phenyl-2,5,6,7-tetrahydro-3H-pyrrolo[2,1-c][1,2,4]triazol-3-one FC=1C=C(C=CC1O)N1N=C2N(C1=O)[C@@H](CC2)C2=CC=CC=C2